C(C1=CC=CC=C1)OC(=O)N1CCC(CC1)CN1CCN(CCC1)C(=O)OC(C)(C)C tert-butyl 4-((1-((benzyloxy) carbonyl) piperidin-4-yl) methyl)-1,4-diazepane-1-carboxylate